C(C1=CC=CC=C1)N(C(C(C1=C(C=CC=C1)[N+](=O)[O-])O)=O)C1=C(C=CC=C1)NC(C1=C(C(=C(C(=C1F)F)F)F)F)=O (2-(N-benzyl-2-hydroxy-2-(2-nitrophenyl)acetamido)phenyl)-2,3,4,5,6-pentafluorobenzamide